beta-aminopropionic acid ethyl ester C(C)OC(CCN)=O